1-cyanocyclopropane-1-propanoic acid C(#N)C1(CC1)CCC(=O)O